C(N)(=N)C=1C=C(SC1)CNC(=O)[C@H]1N(CC2(OCCO2)C1)C(CNC(=O)C1=CC=C(C=C1)C1=CC=C(C=C1)S(=O)(=O)C)=O (S)-N-((4-carbamimidoylthiophen-2-yl)methyl)-7-((4'-(methylsulfonyl)-[1,1'-biphenyl]-4-carbonyl)glycyl)-1,4-dioxa-7-azaspiro[4.4]nonane-8-carboxamide